COC1=CC=C(CN2C(=NC=3C2=NC=CC3)CCC(=O)NCC3=CC(=CC=C3)C)C=C1 3-[3-(4-Methoxy-benzyl)-3H-imidazo[4,5-b]pyridin-2-yl]-N-(3-methyl-benzyl)-propionamide